S(=O)(=O)(O)[Se]S(=O)(=O)O.[Zn].[Hg] mercury zinc sulfoselenide